C(C=C)(=O)N1CC(C1)CN1C(C(N(C2=CC(=C(C=C12)Cl)C1=C(C(=CC=C1O)F)F)C1=C(C=CC=C1)C(C)C)=O)=O 1-((1-acryloyl-azetidin-3-yl)methyl)-7-chloro-6-(2,3-difluoro-6-hydroxyphenyl)-4-(2-isopropylphenyl)-1,4-dihydroquinoxaline-2,3-dione